2-(4-(3-isopropyl-2-(4-methyl-[1,2,3]triazolo[1,5-a]pyridin-6-yl)-1H-indol-5-yl)piperidin-1-yl)-N,N-dimethylacetamide C(C)(C)C1=C(NC2=CC=C(C=C12)C1CCN(CC1)CC(=O)N(C)C)C=1C=C(C=2N(C1)N=NC2)C